CN(CCCNC(=O)N)C 3-(dimethylamino)propyl[urea]